(2R,3R,4R,5S)-4-[[3-(3,4-Difluoro-2-methoxy-phenyl)-4-ethyl-5-methyl-5-(trifluoromethyl)tetrahydrofuran-2-carbonyl]amino]pyridin-2-carboxamid FC=1C(=C(C=CC1F)[C@@H]1[C@@H](O[C@@]([C@@H]1CC)(C(F)(F)F)C)C(=O)NC1=CC(=NC=C1)C(=O)N)OC